NC1=C(C(=O)NC2CCC(CC2)O)C=C(C=N1)C1=CC=C(C=C1)[C@]12CN(C[C@@H]2C1)CCC(F)(F)F 2-amino-N-((1R,4S)-4-hydroxycyclohexyl)-5-(4-((1S,5R)-3-(3,3,3-trifluoropropyl)-3-azabicyclo[3.1.0]hex-1-yl)phenyl)nicotinamide